C(CCCC)C(CCC(=C(C(=O)O)NOCCCCCCCCCC)CCCCCCCCCCCCCCC)CCCCC 3-amyl-octyl-[(decyloxy)amino]octadecenoic acid